propoxyphosphoric acid C(CC)OOP(O)(O)=O